4-hydroxy-2,3-dimethoxy-5-(11-methoxy-3,7,11-trimethyldodec-2,6-dienyl)-6-methylcyclohex-2-enone OC1C(=C(C(C(C1CC=C(CCC=C(CCCC(C)(C)OC)C)C)C)=O)OC)OC